The molecule is a member of the class of xanthones that is 9H-xanthen-9-one substituted by hydroxy groups at positions 1, 3, 6 and 7 and a 1,5-anhydro-D-glucitol moiety at position 1. It has a role as an anti-HSV-1 agent and a plant metabolite. It is a member of xanthones, a C-glycosyl compound and a polyphenol. C1=C2C(=CC(=C1O)O)OC3=C(C2=O)C(=CC(=C3[C@H]4[C@@H]([C@H]([C@@H]([C@H](O4)CO)O)O)O)O)O